NC1=NC=NN2C1=C(C(=C2)C2=CC=C(C=C2)NC(C(=C)C)=O)C2=CCC(CC2)C(=O)N(C)C 4-(4-amino-6-(4-methacrylamido-phenyl)pyrrolo[2,1-f][1,2,4]triazin-5-yl)-N,N-dimethyl-cyclohex-3-ene-1-carboxamide